tert-butyl ((2-morpholinobenzothiazol-5-yl)methyl)carbamate O1CCN(CC1)C=1SC2=C(N1)C=C(C=C2)CNC(OC(C)(C)C)=O